Tert-butyl (3R)-3-(prop-2-enoylamino)piperidine-1-carboxylate C(C=C)(=O)N[C@H]1CN(CCC1)C(=O)OC(C)(C)C